1-hydroxyethane methyl-1-methyl-3-(2-(2,2,2-trifluoroethyl)phenyl)-1H-pyrazole-5-carboxylate COC(=O)C1=CC(=NN1C)C1=C(C=CC=C1)CC(F)(F)F.OCC